CSC1=CC=C(C=C1)C=1SC2=C(C1)C=CC=C2 (4-(methylthio)phenyl)benzothiophene